ClC1=C(C(=CC=2NC(=NC21)C(CO)C2=CC=C(C=C2)S(=O)(=O)C)Cl)C2=C(C=CC=C2)OC(F)F 2-(4,6-dichloro-5-(2-(difluoromethoxy)phenyl)-1H-benzo[d]imidazol-2-yl)-2-(4-(methylsulfonyl)phenyl)ethanol